C(C)(C)(C)[Si](O)(C1=CC=CC=C1)C1=CC=CC=C1 tertiary butyl-diphenyl-silanol